N[C@@H]1[C@@H](OCC12CCN(CC2)C=2C(=NC(=C(N2)C)SC2=C(C(=NC=C2)C2CC2)Cl)CO)C (3-((3S,4S)-4-amino-3-methyl-2-oxa-8-azaspiro[4.5]dec-8-yl)-6-((3-chloro-2-cyclopropylpyridin-4-yl)thio)-5-methylpyrazin-2-yl)methanol